ClC=1C(=C(N)C(=CC1C)F)F 3-chloro-2,6-difluoro-4-methyl-aniline